3-(9-((4-(aminomethyl)phenyl)carbamoyl)-4,5-dihydrobenzo[b]thieno[2,3-d]oxepin-8-yl)-6-(methylcarbamoyl)picolinic acid NCC1=CC=C(C=C1)NC(=O)C1=CC2=C(OCCC3=C2SC=C3)C=C1C=1C(=NC(=CC1)C(NC)=O)C(=O)O